Thiourea hydrobromide Br.NC(=S)N